ClC1=CC(=C2C(=N1)C(=NN2COCC[Si](C)(C)C)NC(C)C)C=C 5-chloro-N-isopropyl-1-((2-(trimethylsilyl)ethoxy)methyl)-7-vinyl-1H-pyrazolo[4,3-b]pyridin-3-amine